[H-].COC1=CC=C(C=C1)O.COC1=CC=C(C=C1)O di(4-methoxyphenol) hydride